4-[trans-2,2-difluoro-3-(5-phenyl-1,3-oxazol-2-yl)cyclopropyl]benzenesulfonamide FC1([C@H]([C@@H]1C=1OC(=CN1)C1=CC=CC=C1)C1=CC=C(C=C1)S(=O)(=O)N)F